N-(1-(3-cyano-9-ethyl-6,6-dimethyl-11-oxo-6,11-dihydro-5H-benzo[b]carbazol-8-yl)piperidin-4-yl)-4-((2-(2,6-dioxopiperidin-3-yl)-1,3-dioxoisoindolin-4-yl)thio)butanamide C(#N)C1=CC=C2C=3C(C4=C(C(C3NC2=C1)(C)C)C=C(C(=C4)CC)N4CCC(CC4)NC(CCCSC4=C1C(N(C(C1=CC=C4)=O)C4C(NC(CC4)=O)=O)=O)=O)=O